Octahydro-8,8-dimethylnaphthalin-2-carbaldehyd CC1(CCCC2CCC(CC12)C=O)C